[Na].FC1=CC=C(C=C1)C1=C(N(C2=CC=CC=C12)C(C)C)C=CC(CC(CC(=O)O)O)O 7-[3-(4-fluorophenyl)-1-isopropyl-1H-indol-2-yl]-3,5-dihydroxy-6-heptenoic acid sodium